CC1=C(C(=O)OC)C=CC(=C1)C(C1=C(C=C(C=C1)[N+](=O)[O-])C)=O Methyl 2-Methyl-4-(2-methyl-4-nitrobenzoyl)benzoate